1-(4-((4-(1-((5,6-bis(benzyloxy)pyrimidin-4-yl)methyl)-3-isopropyl-2-oxoimidazolidin-4-yl)phenyl)ethynyl)benzyl)pyrrolidine-3-carbonitrile C(C1=CC=CC=C1)OC=1C(=NC=NC1OCC1=CC=CC=C1)CN1C(N(C(C1)C1=CC=C(C=C1)C#CC1=CC=C(CN2CC(CC2)C#N)C=C1)C(C)C)=O